C(C1=CC=CC=C1)(C1=CC=CC=C1)=NC=1C=C2C(=CN(C2=CC1C(=O)OC)CC(F)(F)F)C#N methyl 5-(benzhydrylideneamino)-3-cyano-1-(2,2,2-trifluoroethyl)indole-6-carboxylate